C(CCC\C=C/CC)OC(CCC(=O)OCCCCCCCN(CCCCCCCC(=O)OC(CC)CCCCCCCC)CCCO)OCCCC\C=C/CC undecan-3-yl 8-((7-((4,4-bis(((Z)-oct-5-en-1-yl)oxy)butanoyl)oxy)heptyl)(3-hydroxypropyl)amino)octanoate